1-benzenesulphonic acid C1(=CC=CC=C1)S(=O)(=O)O